iron tris(diethyl phosphinate) C(C)P([O-])(=O)CC.C(C)P([O-])(=O)CC.C(C)P([O-])(=O)CC.[Fe+3]